Tributyl-(7-(7-ethynyl-9,9-dihexyl-9H-fluoren-2-yl)-2,3-dihydrothieno[3,4-b][1,4]dioxin-5-yl)stannane C(CCC)[Sn](C=1SC(=C2OCCOC21)C2=CC=1C(C3=CC(=CC=C3C1C=C2)C#C)(CCCCCC)CCCCCC)(CCCC)CCCC